FC1(OC2=C(O1)C=CC(=C2)O)F 2,2-difluoro-2H-1,3-benzodioxol-5-ol